BrC1=C(C(=C(C(=C1)I)O)F)F 4-bromo-2,3-difluoro-6-iodophenol